8-Methylen-7,9-dioxabicyclo[4.3.0]-nonane C=C1OC2CCCCC2O1